tert-butyl 4-(3-cyclopropyl-4-nitrophenyl)piperazine-1-carboxylate C1(CC1)C=1C=C(C=CC1[N+](=O)[O-])N1CCN(CC1)C(=O)OC(C)(C)C